FC(OC1=CC=C(OC=2N=NNC2C(=O)O)C=C1)(F)F 4-(4-(trifluoromethoxy)phenoxy)-1H-1,2,3-triazole-5-carboxylic acid